3-(5-((8-((4'-chloro-5,5-dimethyl-3,4,5,6-tetrahydro-[1,1'-biphenyl]-2-yl)methyl)-3,8-diazabicyclo[3.2.1]octan-3-yl)methyl)-7-fluoro-1-oxoisoindolin-2-yl)piperidine-2,6-dione ClC1=CC=C(C=C1)C1=C(CCC(C1)(C)C)CN1C2CN(CC1CC2)CC=2C=C1CN(C(C1=C(C2)F)=O)C2C(NC(CC2)=O)=O